C1(=CC=CC2=CC=CC=C12)OCCCC1=C(NC2=C(C=CC=C12)C=1C(=NN(C1C)C)C)C(=O)O 3-[3-(naphthalen-1-yloxy)propyl]-7-(1,3,5-trimethyl-1H-pyrazol-4-yl)-1H-indole-2-carboxylic acid